NC=1C(=C(C=C2C=C(N=CC12)NC1=NN2CC=3N(CCC2=C1)C=CN3)N3C=NC(C(=C3C)CO)=O)F 1-(8-amino-3-((5,6-dihydro-11H-imidazo[1,2-a]pyrazolo[1,5-d][1,4]diazepin-8-yl)amino)-7-fluoroisoquinolin-6-yl)-5-(hydroxymethyl)-6-methylpyrimidin-4(1H)-one